C1(CC1)[C@@H]1[C@@H](N1CCF)C(=O)OCC ethyl (2R,3R)-3-cyclopropyl-1-(2-fluoroethyl)aziridine-2-carboxylate